CIS-1-(Cyclohexyl-methyl)-8-dimethylamino-3-[(4-methoxyphenyl)-methyl]-8-phenyl-1,3-diazaspiro[4.5]decan-2-one C1(CCCCC1)CN1C(N(CC12CCC(CC2)(C2=CC=CC=C2)N(C)C)CC2=CC=C(C=C2)OC)=O